[7-oxo-3-[3-(1,3,4-thiadiazol-2-ylcarbamoyl)pyrazol-1-yl]-1,6-diazabicyclo[3.2.1]oct-3-en-6-yl]-sulfat O=C1N(C2C=C(CN1C2)N2N=C(C=C2)C(NC=2SC=NN2)=O)OS(=O)(=O)[O-]